ClC1=C2C(=C(N=N1)N[C@H]1C[C@H](CCC1)O)C=NC=C2 (1S,3R)-3-[(1-chloropyrido[3,4-d]pyridazin-4-yl)amino]cyclohexanol